4-([1,2,4]triazolo[1,5-a]pyridin-7-yloxy)-2-fluoro-5-methylaniline N=1C=NN2C1C=C(C=C2)OC2=CC(=C(N)C=C2C)F